CN1C(=NC2=C1C=CC=C2NCC=2N=C1N(C(=CC=C1)C)C2)N 1-methyl-N4-((5-methylimidazo[1,2-a]pyridin-2-yl)methyl)-1H-benzo[d]imidazole-2,4-diamine